FC=1C=C2C(NC(N(C2=CC1)CC1=CC=C(C=C1)OC)=O)=O 6-Fluoro-1-(4-methoxybenzyl)quinazoline-2,4(1H,3H)-dione